N-(α,α-dimethyl-3,5-dimethoxybenzyloxy)carbonyl-N-n-propylamine CC(C1=CC(=CC(=C1)OC)OC)(OC(=O)NCCC)C